4-[2-[5-[(5-methyl-4-oxo-pyrido[2,3-d]pyrimidin-3-yl)methyl]-2-oxo-1,3,4-oxadiazol-3-yl]ethyl]benzonitrile CC1=CC=NC=2N=CN(C(C21)=O)CC2=NN(C(O2)=O)CCC2=CC=C(C#N)C=C2